1-imino-1lambda6-thiomorpholine 1-oxide N=S1(CCNCC1)=O